3-(1H-pyrazol-3-yl)pentan-3-ol N1N=C(C=C1)C(CC)(CC)O